OC1=C(OCCCCCCC=2N=C(NC2)C)C=CC=C1 6-(2-hydroxyphenoxy)hexyl-2-methylimidazole